COC1=CC=C2C(=NC(=NC2=C1)NC(=N)N)C 1-(7-methoxy-4-methyl-quinazolin-2-yl)guanidine